2-(4-Bromophenyl)imidazo[1,2-a]pyridine-3-carbaldehyde BrC1=CC=C(C=C1)C=1N=C2N(C=CC=C2)C1C=O